acetylmethionine C(C)(=O)N[C@@H](CCSC)C(=O)O